6-{[6-(5-chloro-2-fluorophenyl)-3-methylpyridazin-4-yl]amino}pyrimidin ClC=1C=CC(=C(C1)C1=CC(=C(N=N1)C)NC1=CC=NC=N1)F